C(C)N1C(C(=CC(=C1)C=1NC2=CC=C(C=C2C1C(C)C)C1CCNCC1)CC)=O 1,3-diethyl-5-(3-isopropyl-5-(piperidin-4-yl)-1H-indol-2-yl)pyridin-2(1H)-one